(S)-5-(1-(3-Oxo-3-(4-(5-(trifluoromethyl)pyrimidin-2-yl)piperazin-1-yl)propoxy)propan-2-ylamino)-4-(trifluoromethyl)pyridazin-3(2H)-one O=C(CCOC[C@H](C)NC1=C(C(NN=C1)=O)C(F)(F)F)N1CCN(CC1)C1=NC=C(C=N1)C(F)(F)F